1-acetylpyrimidine-2,4(1H,3H)-dione C(C)(=O)N1C(NC(C=C1)=O)=O